C(C)OC(=O)C1=CC(=C(C=C1)NC(=O)[C@@H]1N[C@H]([C@]2([C@H]1C1=C(C(=CC=C1)Cl)F)C(NC1=CC(=CC=C12)Cl)=O)CC(CF)(C)C)OC N-(4-Ethoxycarbonyl-2-methoxyphenyl)(2'R,3R,3'S,5'S)-6-chloro-3'-(3-chloro-2-fluorophenyl)-5'-(3-fluoro-2,2-dimethylpropyl)-2-oxospiro[indolin-3,4'-pyrrolidin]-2'-carboxamid